O1C(OCC1)CCCN1C(C2=C(C(=C(C=C2C=C1)C1=NC=C(C=N1)C(F)(F)F)F)F)=O 2-[3-(1,3-dioxolan-2-yl)propyl]-7,8-difluoro-6-[5-(trifluoromethyl)pyrimidin-2-yl]isoquinolin-1-one